CC1=CC=C(C=C1)C=1OC2=C(C1C=O)C=CC=C2 2-(4-methylphenyl)benzofuran-3-aldehyde